N-[(6-Amino-5-benzyloxy-2-pyridyl)sulfonyl]-2-[(2S,5R)-2,5-dimethylpyrrolidin-1-yl]-6-(6-isopropoxy-3-pyridyl)pyridin-3-carboxamid NC1=C(C=CC(=N1)S(=O)(=O)NC(=O)C=1C(=NC(=CC1)C=1C=NC(=CC1)OC(C)C)N1[C@H](CC[C@H]1C)C)OCC1=CC=CC=C1